Racemic-N7-[1,1-dioxo-3,4-dihydro-2H-thiochromen-4-yl]-2-(methoxymethyl)pyrazolo[1,5-a]pyrimidine-3,7-dicarboxamide O=S1(CC[C@H](C2=CC=CC=C12)NC(=O)C1=CC=NC=2N1N=C(C2C(=O)N)COC)=O |r|